BrC1=CN=CC=2N(CCN(C21)C)C(=O)NC=2C=NC(=C(C2)Cl)N2N=CC=N2 8-Bromo-N-(5-chloro-6-(2H-1,2,3-triazol-2-yl)pyridin-3-yl)-1-methyl-2,3-dihydropyrido[3,4-b]pyrazine-4(1H)-carboxamide